(S)-4-{2-(4-Ethylthiazol-2-yl)-2-[2-(3-methoxyphenyl)-3-phenylpropionylamino]-ethyl}phenyl-sulfamic acid C(C)C=1N=C(SC1)[C@H](CC1=CC=C(C=C1)NS(O)(=O)=O)NC(C(CC1=CC=CC=C1)C1=CC(=CC=C1)OC)=O